N=1C=C(N2C1C=CC=C2)C(=O)N2CC1=C(CC2)C(=CS1)C(=O)NC1=CC(=C(C=C1)CN1CCN(CC1)C)C(F)(F)F 6-(imidazo[1,2-a]pyridine-3-carbonyl)-N-(4-((4-meth-ylpiperazin-1-yl)methyl)-3-(trifluoromethyl)phenyl)-4,5,6,7-tetrahydrothieno[2,3-c]pyridine-3-carboxamide